C(CCC(C)C)C1=CC=C(C2=CC=C(C2=C1)C)C 7-iso-Hexyl-1,4-dimethylazulen